8-C-(E-phenylvinyl)-quercetin C1(=CC=CC=C1)/C=C/C1=C(C=C(C=2C(C(=C(OC12)C1=CC(O)=C(O)C=C1)O)=O)O)O